(1,5-diethyl-1H-pyrrolo[3,2-c]pyridin-5-ium) iodide [I-].C(C)N1C=CC=2C=[N+](C=CC21)CC